α-Allyl-δ-valerolactone C(C=C)C1C(=O)OCCC1